amino-benzotriazole C1=CC2=NNN=C2C(=C1)N